7-(4-bromo-3-chloro-benzoyl)-2-(4-methoxyphenyl)-3-oxo-N-[rac-(1S)-2-methyl-1-phenyl-propyl]-6,8-dihydro-5H-imidazo[1,5-a]pyrazine-1-carboxamide BrC1=C(C=C(C(=O)N2CC=3N(CC2)C(N(C3C(=O)N[C@@H](C(C)C)C3=CC=CC=C3)C3=CC=C(C=C3)OC)=O)C=C1)Cl |r|